2-[2-[[5-[2-(2-Pyridyl)ethylsulfanylmethyl]-1,4-dithian-2-yl]methylsulfanyl]ethyl]pyridin N1=C(C=CC=C1)CCSCC1SCC(SC1)CSCCC1=NC=CC=C1